6-methylhepten-5-en-2-one CC(=CC=CC(C)=O)C